OC=1C(=NC=CC1OC)C(=O)N[C@H](C(=O)O[C@H]([C@@H](C(C)C)C1=C(C=C(C=C1)F)F)C)C [(1S,2S)-2-(2,4-difluorophenyl)-1,3-dimethyl-butyl] (2S)-2-[(3-hydroxy-4-methoxy-pyridine-2-carbonyl)amino]-propanoate